tri(n-butyl) phosphite P(OCCCC)(OCCCC)OCCCC